N-[4-fluoro-5-[5-(4-methylpiperazine-1-carbonyl)-1,3-thiazol-2-yl]-2-[rac-(3R,5S)-3,4,5-trimethylpiperazin-1-yl]phenyl]-6-oxo-4-(trifluoromethyl)-1H-pyridine-3-carboxamide FC1=CC(=C(C=C1C=1SC(=CN1)C(=O)N1CCN(CC1)C)NC(=O)C1=CNC(C=C1C(F)(F)F)=O)N1C[C@H](N([C@H](C1)C)C)C |r|